ClC1=C(OCC=2OC(=CN2)C(=O)N2CCN(CC2)CC2=NC3=C(N2C[C@H]2OCC2)C=C(C=C3)C(=O)O)C=CC(=C1)Cl (S)-2-((4-(2-((2,4-Dichlorophenoxy)methyl)oxazole-5-carbonyl)piperazin-1-yl)methyl)-1-(oxetan-2-ylmethyl)-1H-benzo[d]imidazole-6-carboxylic acid